BrC=1C(=C(C(=O)OC)C=C(C1Cl)F)C methyl 3-bromo-4-chloro-5-fluoro-2-methylbenzoate